N1=CC=C(C=C1)C1=CSC=2C1=NC(=CC2)OCC2CNCCO2 2-(((3-(pyridin-4-yl)thieno[3,2-b]pyridin-5-yl)oxy)methyl)-morpholine